CC1=NC(=CC(=C1)C1=C(C=C(C=C1)[C@H](C)NC1=NC=CC2=C1CN(C2=O)CC)F)C (S)-4-((1-(4-(2,6-dimethylpyridin-4-yl)-3-fluorophenyl)ethyl)amino)-2-ethyl-2,3-dihydro-1H-pyrrolo[3,4-c]pyridin-1-one